C(=O)C=1C=C(OC1)B(O)O 4-formylfuranboronic acid